F[C@H]1CN(CC[C@H]1NC1=CC=CC2=C1SC(=C2CC(F)(F)F)C#CCNC=2C(=CC(=NC2)P(C)(C)=O)OC)C (5-((3-(7-(((3S,4R)-3-fluoro-1-methylpiperidin-4-yl)amino)-3-(2,2,2-trifluoroethyl)benzo[b]thiophen-2-yl)prop-2-yn-1-yl)amino)-4-methoxypyridin-2-yl)dimethylphosphine oxide